CC=1C=C(OPC(C)(C)CC)C=CC1 dl-m-methylphenoxytertiary pentylphosphine